tert-butyl {[(2R,3S)-2-methyl-2,3-dihydrofuro[3,2-b]pyridin-3-yl]methyl}carbamate C[C@@H]1[C@H](C2=NC=CC=C2O1)CNC(OC(C)(C)C)=O